(R)-N-(6-chloro-1-(4-fluorophenyl)-1H-benzo[d]imidazol-2-yl)-3-hydroxy-3-phenylbutanamide ClC=1C=CC2=C(N(C(=N2)NC(C[C@](C)(C2=CC=CC=C2)O)=O)C2=CC=C(C=C2)F)C1